(2S,6R)-2-[1-(methoxymethyl)pyrazol-4-yl]-6-methyl-4-(4-nitrophenyl)sulfonyl-morpholine COCN1N=CC(=C1)[C@H]1CN(C[C@H](O1)C)S(=O)(=O)C1=CC=C(C=C1)[N+](=O)[O-]